(R)-3-(4-amino-(4-phenoxyphenyl)-1H-pyrazolo[3,4-d]pyrimidin-1-yl)piperidin-1-sulfonamide NC1=C2C(=NC=N1)N(N=C2C2=CC=C(C=C2)OC2=CC=CC=C2)[C@H]2CN(CCC2)S(=O)(=O)N